2-Ethyl 2-[2-(2-aminoethoxy)ethoxy]acetate NCCOCCOCC(=O)OCC